[Si](C1=CC=CC=C1)(C1=CC=CC=C1)(C(C)(C)C)OC(CC1=NOC(=N1)C=1C=CC(=C(N)C1)C)C(F)F 5-(3-(2-((tert-butyldiphenylsilyl)oxy)-3,3-difluoropropyl)-1,2,4-oxadiazol-5-yl)-2-methylaniline